OCN1C=CC=2N(C(NC(C21)=O)=S)CCOC(C)C 5-Hydroxymethyl-1-[2-{propan-2-yloxy}ethyl]-2-sulfanylidene-1H,2H,3H,4H,5H-pyrrolo[3,2-d]pyrimidin-4-one